FC(C1(C(=CC=C(C1)C1=C2C(OC(C2=CC=C1C(=O)N)=O)=O)C1=CC=C(C=C1)C1=C2C(OC(C2=CC=C1C(=O)N)=O)=O)C(F)(F)F)(F)F (2,2-bis(trifluoromethyl)-[1,1'-biphenyl]-4,4'-diyl)bis(1,3-bisoxo-1,3-dihydroisobenzofuran-5-carboxamide)